1-(1-(4-amino-5-methoxy-2-tolyl)piperidin-4-yl)-N,N-dimethylazetidin-3-amine NC1=CC(=C(C=C1OC)C)N1CCC(CC1)N1CC(C1)N(C)C